[N+](=O)([O-])C=1C=C(C=CC1)NC=1C=CC(NC1)=O 5-((3-nitrophenyl)amino)pyridin-2(1H)-one